n-nonanal C(CCCCCCCC)=O